chloro-6-nitro-thiochroman ClC1SC2=CC=C(C=C2CC1)[N+](=O)[O-]